(E)-N-(4-(1-(4-(1-(4-((2-(2,6-dioxopiperidin-3-yl)-1-oxoisoindoline-4-yl)amino)butyryl)piperidin-4-yl)benzoyl)piperidin-4-yl)butyl)-3-(pyridin-3-yl)acrylamide O=C1NC(CCC1N1C(C2=CC=CC(=C2C1)NCCCC(=O)N1CCC(CC1)C1=CC=C(C(=O)N2CCC(CC2)CCCCNC(\C=C\C=2C=NC=CC2)=O)C=C1)=O)=O